2-(4,6-Dimethoxypyrimidin-2-oxy)benzaldehyde oxime COC1=NC(=NC(=C1)OC)OC1=C(C=NO)C=CC=C1